3-chlorobenzyl ((12S,15S)-16-cyclohexyl-12-(methoxy(methyl)carbamoyl)-8-methyl-4,9,14-trioxo-3-oxa-5,8,13-triazahexadecan-15-yl)carbamate C1(CCCCC1)C[C@@H](C(N[C@@H](CCC(N(CCNC(OCC)=O)C)=O)C(N(C)OC)=O)=O)NC(OCC1=CC(=CC=C1)Cl)=O